2,5-pentanediol dimethacrylate C(C(=C)C)(=O)OC(C)CCCOC(C(=C)C)=O